CN(CCOC1=CC=CC2=CC=CC=C12)C N,N-dimethyl-2-(naphthalen-1-yloxy)ethan-1-amine